ClC1=NNC2=C(C=C(C=C12)C)S(=O)(=O)Cl 3-chloro-5-methyl-1H-indazole-7-sulfonyl chloride